(E)-isopropyl 3-(3-(4-(dimethylamino)but-2-enamido)-4-methylphenyl)-2-(4-(4-methylpiperazin-1-yl)phenyl)-1H-pyrrolo[2,3-b]pyridine-5-carboxylate 2,2,2-trifluoroacetate FC(C(=O)O)(F)F.CN(C/C=C/C(=O)NC=1C=C(C=CC1C)C1=C(NC2=NC=C(C=C21)C(=O)OC(C)C)C2=CC=C(C=C2)N2CCN(CC2)C)C